C(#N)C1(CC1)CN1N=CC(=C1)C=1N=C(C=2N(C1)N=CC2F)N2C([C@]([C@@H](C2)C)(C#N)C2CC2)=O (3R,4S)-1-[6-[1-[(1-cyanocyclopropyl)methyl]pyrazol-4-yl]-3-fluoropyrazolo[1,5-a]pyrazin-4-yl]-3-cyclopropyl-4-methyl-2-oxopyrrolidine-3-carbonitrile